C1(CC1)C1=NN(C=N1)C1CC2(CN(C2)C(=O)N2CC(C2)OC=2C=C(C=CC2)CC(C(=O)O)(C)C)C1 3-[3-[1-[6-(3-cyclopropyl-1,2,4-triazol-1-yl)-2-azaspiro[3.3]heptane-2-carbonyl]azetidin-3-yl]oxyphenyl]-2,2-dimethylpropanoic acid